2-(((1r,4r)-4-(4-((3-(2,3-difluoro-4-methoxyphenyl)imidazo[1,2-a]pyrazin-8-yl)amino)-2-methylbenzamido)cyclohexyl)amino)-N,N,N-trimethyl-2-oxoethan-1-aminium chloride [Cl-].FC1=C(C=CC(=C1F)OC)C1=CN=C2N1C=CN=C2NC2=CC(=C(C(=O)NC1CCC(CC1)NC(C[N+](C)(C)C)=O)C=C2)C